N1N=CC2=CC=C(C=C12)C1=CN=CC(=N1)C1=CC(=CS1)NC(CC1CCC1)=O N-(5-(6-(1H-indazol-6-yl)pyrazin-2-yl)thiophen-3-yl)-2-cyclobutylacetamide